C(C)(C)(C)[Si](Cl)(Cl)Cl tert-butyltrichlorosilane